2-Chloro-4-((3S)-8-(6-(3-((4-(3-((2,6-dioxopiperidin-3-yl)amino)phenyl)piperidin-1-yl)methyl)azetidine-1-carbonyl)pyridazin-3-yl)-3-methyl-2,8-diazaspiro[4.5]decan-2-yl)benzonitrile ClC1=C(C#N)C=CC(=C1)N1CC2(C[C@@H]1C)CCN(CC2)C=2N=NC(=CC2)C(=O)N2CC(C2)CN2CCC(CC2)C2=CC(=CC=C2)NC2C(NC(CC2)=O)=O